5-chloro-3-((5-methoxy-6-((4-methoxybenzyl)oxy)pyridin-3-yl)oxy)pyridin-2-amine ClC=1C=C(C(=NC1)N)OC=1C=NC(=C(C1)OC)OCC1=CC=C(C=C1)OC